FC=1C=C(C(=NC1)C#N)OC 5-fluoro-3-methoxypyridine-2-carbonitrile